N=S(=O)(\C=C\C1=C(C=C(C=C1F)F)F)C1=NC=CC=C1 (E)-imino(pyridin-2-yl)(2,4,6-trifluorostyryl)-λ6-sulfanone